benzyl 4-[[4-(azetidin-3-ylmethyl)-1-piperidyl]methyl]piperidine-1-carboxylate N1CC(C1)CC1CCN(CC1)CC1CCN(CC1)C(=O)OCC1=CC=CC=C1